C1(=CC=CC2=CC=CC=C12)C(C)C(CCC1=CC(=CC=C1)C(F)(F)F)N [1-(1-naphthyl)ethyl]-3-[3-(trifluoromethyl)phenyl]propan-1-amine